4-(4-chloro-2-fluorophenyl)-2-(6-(1-cyclopropyl-1H-pyrazol-4-yl)-3,6-dihydro-2H-pyran-4-yl)-6,7-dimethylpteridine ClC1=CC(=C(C=C1)C1=NC(=NC2=NC(=C(N=C12)C)C)C=1CCOC(C1)C=1C=NN(C1)C1CC1)F